(5-methoxy-2-nitro-phenyl)-acetic acid COC=1C=CC(=C(C1)CC(=O)O)[N+](=O)[O-]